[Si](C)(C)(C(C)(C)C)OCCN1N=C(C(=C1CO)I)OCOCC[Si](C)(C)C [2-[2-[tert-butyl(dimethyl)silyl]oxyethyl]-4-iodo-5-(2-trimethylsilylethoxymethoxy)pyrazol-3-yl]methanol